COC(=O)C=1SC(=C(C1)Br)[N+](=O)[O-].C(N)(=O)C1=CN(C=CC1)C1O[C@H](CC1)CO (3R,4R,5R)-2-(3-carbamoylpyridin-1(4H)-yl)-5-(hydroxymethyl)tetrahydrofuran methyl-4-bromo-5-nitrothiophene-2-carboxylate